[Cl-].[Cl-].BrC=1C=C(C=CC1)C(=[Zr+2](C1=C(C(=CC=2C3=CC(=C(C=C3CC12)C1=CC=CC=C1)C(C)(C)C)C(C)(C)C)C1=CC=CC=C1)C1C=CC=C1)C1=CC(=CC=C1)Br di-(m-bromophenyl)methylene(cyclopentadienyl)(2,7-diphenyl-3,6-di-tert-butylfluorenyl)zirconium dichloride